C1(CCCCC1)CNC(=O)C=1N=NN(C1)CCCCN1N=NC(=C1)NC(CC=1C=NC=CC1)=O N-(cyclohexylmethyl)-1-(4-{4-[2-(pyridin-3-yl)acetamido]-1H-1,2,3-triazol-1-yl}butyl)-1H-1,2,3-triazole-4-carboxamide